O-phosphoethanol P(=O)(=O)OCC